CC1=C(OC2=C(C=O)C=CC=C2)C=CC(=C1)C 2-(2,4-Dimethylphenoxy)benzaldehyde